2-[1-[4-[2-[1-(6,7-dihydro-5H-pyrrolo[1,2-c]imidazol-1-yl)-2-oxo-2-(thiazol-2-ylamino)ethyl]-7-fluoro-3-oxo-isoindolin-5-yl]phenyl]-4-piperidyl]acetic acid C1(=C2N(C=N1)CCC2)C(C(NC=2SC=CN2)=O)N2CC1=C(C=C(C=C1C2=O)C2=CC=C(C=C2)N2CCC(CC2)CC(=O)O)F